FC1=C(OC2=C3C(=NC=C2)C=C(S3)C3=CC=C(C=N3)CN(C(OC(C)(C)C)=O)CCOC)C=CC(=C1)[N+](=O)[O-] tert-butyl ((6-(7-(2-fluoro-4-nitrophenoxy)thieno[3,2-b]pyridin-2-yl)pyridin-3-yl)methyl)(2-methoxyethyl)carbamate